4-(4-((1R,5S)-3,8-diazabicyclo[3.2.1]octan-3-yl)-8-fluoro-2-(3-(hydroxymethyl)-3-(trifluoromethyl)pyrrolidin-1-yl)quinazolin-7-yl)naphthalen-2-ol [C@H]12CN(C[C@H](CC1)N2)C2=NC(=NC1=C(C(=CC=C21)C2=CC(=CC1=CC=CC=C21)O)F)N2CC(CC2)(C(F)(F)F)CO